COC(=O)C1(C[C@@H](CC1)N(CC1=CC=CC=C1)CC1=CC=CC=C1)C.NC=1C2=C(N=CN1)N(C(=C2C=2C=NC=CC2)C2=CCC1(CCN(CC1)C(C=C)=O)CC2)C (9-(4-amino-7-methyl-5-(pyridin-3-yl)-7H-pyrrolo[2,3-d]pyrimidin-6-yl)-3-azaspiro[5.5]undec-8-en-3-yl)prop-2-en-1-one Methyl-(3R)-3-(dibenzylamino)-1-methylcyclopentane-1-carboxylate